N-((1S,2S)-2-((tert-butyldimethylsilyl)oxy)cyclohexyl)naphthalen-1-amine [Si](C)(C)(C(C)(C)C)O[C@@H]1[C@H](CCCC1)NC1=CC=CC2=CC=CC=C12